C(C)(C)(C)OC(CN1C(C2=CC(=CC=C2C1)C1=NC(=NC=C1Cl)NC1CCOCC1)=O)=O 2-(6-{5-chloro-2-[(oxacyclohex-4-yl)amino]pyrimidin-4-yl}-1-oxo-2,3-dihydro-1H-isoindol-2-yl)acetic acid tert-butyl ester